N-(4-chloro-2-fluoro-5-(2-(methylamino)-8,9-dihydroimidazo[1',2':1,6]pyrido[2,3-d]pyrimidin-6-yl)phenyl)-4-(trifluoromethyl)pyridinecarboxamide hydrochloride Cl.ClC1=CC(=C(C=C1C1=CC2=C(N=C(N=C2)NC)N2C1=NCC2)NC(=O)C2=NC=CC(=C2)C(F)(F)F)F